6-bromo-N,N-bis(3-methylphenyl)naphthalen-2-amine BrC=1C=C2C=CC(=CC2=CC1)N(C1=CC(=CC=C1)C)C1=CC(=CC=C1)C